C1=CC=CC=2C3=CC=CC=C3C(C12)COC(=O)N[C@H](C(=O)N[C@H](C(=O)OC(C)(C)C)CCC(C=[N+]=[N-])=O)CC1=CC=C(C=C1)C(F)(F)F tert-Butyl (S)-2-((S)-2-((((9H-fluoren-9-yl)methoxy)carbonyl)amino)-3-(4-(trifluoromethyl)phenyl)propanamido)-6-diazo-5-oxohexanoate